N-(4-(2,5-difluorophenyl)-2-(rac-(trans)-2-(trifluoromethyl)tetrahydrofuran-3-yl)pyridin-3-yl)-2-isopropylpyrimidine-5-carboxamide FC1=C(C=C(C=C1)F)C1=C(C(=NC=C1)[C@H]1[C@@H](OCC1)C(F)(F)F)NC(=O)C=1C=NC(=NC1)C(C)C